C(C)(C)(C)OC(=O)NCC1=CC=C(C=C1)C=1SC=C(N1)C(=O)O 2-(4-(((tert-butoxycarbonyl)amino)methyl)phenyl)thiazole-4-carboxylic acid